ClC1=C2C(N(C(N(C2=CC=C1)C1CCN(CC1)C=O)=O)CC1=CC(=C(C=C1)OC)OC)=O 4-[5-chloro-3-(3,4-dimethoxybenzyl)-2,4-dioxo-3,4-dihydroquinazolin-1(2H)-yl]piperidine-1-carbaldehyde